BrC1=C(C2=C(N(C(=C2C(C)C)C=2C(=C(C=3N(C2)N=CN3)C)C)C(=O)OC(C)(C)C)S1)C tert-butyl 2-bromo-5-(7,8-dimethyl-[1,2,4]triazolo[1,5-a]pyridin-6-yl)-4-isopropyl-3-methyl-6H-thieno[2,3-b]pyrrole-6-carboxylate